(S)-N-(1-(isoquinolin-8-yl)ethyl)-amide C1=NC=CC2=CC=CC(=C12)[C@H](C)[NH-]